phenyl-2,4,5,7-tetrahydro-6H-pyrazolo[3,4-c]pyridin C1(=CC=CC=C1)N1N=C2CNCCC2=C1